BrC=1C=CC=2C(N(C3=CC=CC1C23)C2C(NC(CCC2)=O)=O)=O 3-(5-bromo-2-oxobenzo[cJ]indol-1(2H)-yl)azepane-2,7-dione